C(C1=CC=CC=C1)[C@H]1N(CCN(C1)S(=O)(=O)C)C=1N=CC2=C(N1)C(=NN2)I (R)-5-(2-benzyl-4-(methylsulfonyl)piperazin-1-yl)-3-iodo-1H-pyrazolo[4,3-d]pyrimidine